8-benzyl 2-(tert-butyl) (3S,9aR/S)-3-methylhexahydro-2H-pyrazino[1,2-a]pyrazine-2,8(1H)-dicarboxylate C[C@@H]1N(C[C@@H]2N(C1)CCN(C2)C(=O)OCC2=CC=CC=C2)C(=O)OC(C)(C)C |&1:4|